FC=1C(=CC(=C2C=C(NC12)C(=O)N1CC=2N(N=CC2C1)C)B1OC(C(O1)(C)C)(C)C)C1=CCCN(C1)C(C)=O 1-(5-(7-Fluoro-2-(1-methyl-1,4,5,6-tetrahydropyrrolo[3,4-c]pyrazole-5-carbonyl)-4-(4,4,5,5-tetramethyl-1,3,2-dioxaborolan-2-yl)-1H-indol-6-yl)-3,6-dihydropyridin-1(2H)-yl)ethan-1-one